C(C)N1N=NN=C1CCC(=O)O 1-ethyl-1H-tetrazole-5-propionic acid